(R)-3-amino-4-(4-fluorophenyl)-butyric acid N[C@@H](CC(=O)O)CC1=CC=C(C=C1)F